Cl.FCCCN1C[C@H](CC1)OC1=CC=C(C(=O)O)C=C1 4-{[(3S)-1-(3-fluoropropyl)pyrrolidin-3-yl]oxy}benzoic Acid, Hydrochloride